Cl\C(\C(F)(F)F)=C\C(C(C(F)(F)F)Cl)Cl (E)-2,4,5-trichloro-1,1,1,6,6,6-hexafluorohex-2-ene